N[C@H](CCC(=O)[O-])C(=O)[O-] D-glutamat